methyl 3-O-allyl-α-D-galactopyranoside C(C=C)O[C@@H]1[C@H]([C@@H](OC)O[C@@H]([C@@H]1O)CO)O